BrC1=C(C=C(C(=C1)C)CP(=O)(OCC)OCC)C 1-bromo-4-(diethoxyphosphorylmethyl)-2,5-dimethyl-benzene